C1(CC1)C=1C=C2C=CC(=NC2=NC1)C(C(=O)N)(C)N1C[C@@H](C(CC1)(F)F)C1=CNC(C=C1)=O (6-cyclopropyl-1,8-naphthyridin-2-yl)-2-((s)-4,4-difluoro-3-(6-oxo-1,6-dihydropyridin-3-yl)piperidin-1-yl)propanamide